O1C(=CC=C1)N1C(C(=CC=C1C)C(=O)N)=O 1-(furan-2-yl)-6-methyl-2-oxopyridine-3-carboxamide